3-(5-(1-(5-((4-(((R)-1-(3-bromophenyl)ethyl)amino)-6-methoxy-2-methyl-quinazolin-7-yl)oxy)pentyl)piperidin-4-yl)-6-fluoro-1-oxoisoindolin-2-yl)piperidine-2,6-dione BrC=1C=C(C=CC1)[C@@H](C)NC1=NC(=NC2=CC(=C(C=C12)OC)OCCCCCN1CCC(CC1)C=1C=C2CN(C(C2=CC1F)=O)C1C(NC(CC1)=O)=O)C